FC(C(CC1=CC=CC=C1)N)(F)F 1,1,1-trifluoro-3-phenylpropan-2-amine